2-(2-chloro-4-nitrophenyl)-2-azaspiro[3.5]nonan-7-one ClC1=C(C=CC(=C1)[N+](=O)[O-])N1CC2(C1)CCC(CC2)=O